C(CCCCCCCCCCCCCCC)N1C(=C(C(C2=C(C=C(C=C12)O)O)=O)O)C1=CC=C(C=C1)O N-hexadecyl-2-(4-hydroxyphenyl)-3,5,7-trihydroxyquinolin-4-one